(1R,9R)-6-(6-hydroxy-8-isoquinolinyl)-10,10-dimethyl-4-(2-(2-propenoyl)-2,6-diazaspiro[3.4]octan-6-yl)-3-azatricyclo[7.1.1.02,7]undeca-2,4,6-triene-5-carbonitrile OC=1C=C2C=CN=CC2=C(C1)C=1C(=C(N=C2[C@H]3C([C@@H](CC12)C3)(C)C)N3CC1(CN(C1)C(C=C)=O)CC3)C#N